FC(C(=O)O)(F)F.ClC1=C(C=CC(=C1NC=1C(=C2C(N(C=NC2=CC1)C)=O)CC)F)NS(=O)(=O)N1CCCC1 N-(2-chloro-3-((5-ethyl-3-methyl-4-oxo-3,4-dihydroquinazolin-6-yl)amino)-4-fluorophenyl)Pyrrolidine-1-sulfonamide trifluoroacetate salt